ClC=1C=CC(=C(C(=O)NN=CC2=CC(=C(C=C2)O)O)C1)OC 5-chloro-N'-(3,4-dihydroxybenzylidene)-2-methoxybenzohydrazide